((2-fluoro-6-methylphenyl)amino)-3-((9-methoxy-1,3,4,6,11,11a-hexahydro-2H-pyrido[1,2-b]isoquinolin-8-yl)amino)-1,2,4-triazine-6-carboxamide FC1=C(C(=CC=C1)C)NC=1N=C(N=NC1C(=O)N)NC=1C(=CC=2CC3N(CC2C1)CCCC3)OC